1-(5-chloro-3-methylpyridin-2-yl)-3-(oxetan-3-yl)-4-(4-(trifluoromethyl)benzyl)-piperazine-2,5-dione ClC=1C=C(C(=NC1)N1C(C(N(C(C1)=O)CC1=CC=C(C=C1)C(F)(F)F)C1COC1)=O)C